tert-butyl 3-(6-chloro-8-fluoro-2-(((2R,7aR)-2-fluorotetrahydro-1H-pyrrolizin-7a(5H)yl)methoxy)-7-(3-hydroxynaphthalen-1-yl)quinazolin-4-yl)-3,8-diazabicyclo[3.2.1]octane-8-carboxylate ClC=1C=C2C(=NC(=NC2=C(C1C1=CC(=CC2=CC=CC=C12)O)F)OC[C@@]12CCCN2C[C@@H](C1)F)N1CC2CCC(C1)N2C(=O)OC(C)(C)C